2-chloro-6-(1-cyanocyclopropyl)-N-[1-[3-(1-methyl-6-oxo-pyridazin-3-yl)pyrazin-2-yl]ethyl]pyridine-4-carboxamide ClC1=NC(=CC(=C1)C(=O)NC(C)C1=NC=CN=C1C1=NN(C(C=C1)=O)C)C1(CC1)C#N